N2-((1R,3s,5S)-9-(ethylsulfonyl)-9-azabicyclo[3.3.1]nonan-3-yl)-N2-methyl-N4-(5-methyl-1H-pyrazol-3-yl)-6-(tetrahydro-2H-pyran-4-yl)pyrimidine-2,4-diamine C(C)S(=O)(=O)N1[C@H]2CC(C[C@@H]1CCC2)N(C2=NC(=CC(=N2)NC2=NNC(=C2)C)C2CCOCC2)C